FC=1C=C2C(CCNC2=CC1)C(=O)O 6-fluoro-1,2,3,4-tetrahydroquinoline-4-carboxylic acid